(5-chloro-1H-indol-3-yl)((3R,5R)-4-(2-fluoro-4-methoxybenzoyl)-3,5-dimethylpiperazin-1-yl)methanone ClC=1C=C2C(=CNC2=CC1)C(=O)N1C[C@H](N([C@@H](C1)C)C(C1=C(C=C(C=C1)OC)F)=O)C